2-chloro-6-fluoroquinoline-3-aldoxime ClC1=NC2=CC=C(C=C2C=C1C=NO)F